O1C=CNCC=C1 4,5-dihydro-1,4-oxaazepin